O=C1NC(CCC1N1C(C2=CC=CC(=C2C1=O)OCC(=O)O)=O)=O ((2-(2,6-Dioxopiperidin-3-yl)-1,3-dioxoisoindolin-4-yl)oxy)acetic acid